bromo-3-[2-[(6-chloro-2-pyridyl)oxy]ethoxymethyl]-5-methoxy-pyridine BrC1=NC=C(C=C1COCCOC1=NC(=CC=C1)Cl)OC